4-(7-bromo-3-chlorothieno[2,3-c]pyridine-2-carbonyl)-10,10-dimethyl-9-oxo-1-oxa-4-azaspiro[5.5]undec-7-ene-8-carbonitrile BrC=1N=CC=C2C1SC(=C2Cl)C(=O)N2CCOC1(C2)C=C(C(C(C1)(C)C)=O)C#N